O[C@@H]1C[C@H](N(C1)C([C@H](C(C)C)N1N=NC(=C1)C=1SC=CC1)=O)C(=O)NC (2S,4R)-4-hydroxy-N-methyl-1-((S)-3-methyl-2-(4-(thiophen-2-yl)-1H-1,2,3-triazol-1-yl)butanoyl)pyrrolidine-2-carboxamide